CNC=1C(=NSN1)C(=O)O 4-(methylamino)-1,2,5-thiadiazole-3-carboxylic acid